N-(3-(1-cyclopropyl-1H-imidazol-4-yl)-1-(4-(trifluoromethyl)phenyl)-1H-pyrrolo[2,3-b]pyridin-5-yl)acrylamide C1(CC1)N1C=NC(=C1)C1=CN(C2=NC=C(C=C21)NC(C=C)=O)C2=CC=C(C=C2)C(F)(F)F